N,N-diethyl-N-propyl-N-(2-ethoxyethyl)ammonium chloride [Cl-].C(C)[N+](CCOCC)(CCC)CC